tert-butyl (R)-(1-((3-hydroxy-4-methoxyphenethyl)amino)-4,4-dimethyl-1-oxopentan-2-yl)carbamate OC=1C=C(CCNC([C@@H](CC(C)(C)C)NC(OC(C)(C)C)=O)=O)C=CC1OC